N-(4-fluorophenyl)-1-nitrothiophene-carboxamide FC1=CC=C(C=C1)NC(=O)C=1S(C=CC1)[N+](=O)[O-]